6-bromo-8-chloro-7-methyl-[1,2,4]triazolo[4,3-a]pyridine BrC=1C(=C(C=2N(C1)C=NN2)Cl)C